ClC=1C(=NC=CC1SC=1C=2N(C(=NC1)N1CCC3(CCC[C@H]3N)CC1)C=CN2)F (R)-8-(8-((3-chloro-2-fluoropyridin-4-yl)thio)imidazo[1,2-c]pyrimidin-5-yl)-8-azaspiro[4.5]decan-1-amine